2-((5S)-5-methyl-2-(2'-oxospiro[cyclopropane-1,3'-indolin]-6'-yl)piperidin-1-yl)-2-oxoacetic acid C[C@H]1CCC(N(C1)C(C(=O)O)=O)C1=CC=C2C3(C(NC2=C1)=O)CC3